C1(CCCCC1)CN1C(CN(C=2C(NC(=NC12)N)=O)C)CC 8-(cyclohexylmethyl)-7-ethyl-5-methyl-7,8-dihydropterin